3-bromo-4'-(tert-butyl)-2'-(methyl-d3)-[1,1'-biphenyl]-3',5',6'-d3-2-amine BrC1=C(C(=CC=C1)C1=C(C(=C(C(=C1[2H])[2H])C(C)(C)C)[2H])C([2H])([2H])[2H])N